[Al].OC=1C=CC=C2C=CC=NC12 (8-hydroxyquinoline) aluminum